4-[(2,3-Dichlorophenyl)methyl]-6-imidazo[1,5-a]pyridin-6-yl-1,3,5-triazine-2,4-diamine ClC1=C(C=CC=C1Cl)CC1(NC(=NC(=N1)C=1C=CC=2N(C1)C=NC2)N)N